methyl 3,5-dioxopiperazine-1-carboxylate O=C1CN(CC(N1)=O)C(=O)OC